C1(CCCCC1)OC=1C=C(C2=C(N=C(N=C2)S(=O)(=O)C)N1)C#C[Si](C(C)C)(C(C)C)C(C)C 7-(cyclohexyloxy)-2-(methylsulfonyl)-5-((triisopropylsilyl)ethynyl)pyrido[2,3-d]pyrimidine